[4-(trifluoromethoxy)phenyl]acetic acid FC(OC1=CC=C(C=C1)CC(=O)O)(F)F